N,N-dimethyl-trifluoroethoxysulfinamide CN(S(=O)OCC(F)(F)F)C